S(=O)(=O)(O)C=1NC=2C=CC3=C(C2C1S(=O)(=O)O)C=CC=C3 disulfobenzo[e]indol